CC1(CN2C(O1)=CC(=N2)CC=2C(=NN(C2)C)C2=C(C=CC(=C2)F)[C@@H](C)O)C (R)-1-(2-(4-((2,2-dimethyl-2,3-dihydropyrazolo[5,1-b]oxazol-6-yl)methyl)-1-methyl-1H-pyrazol-3-yl)-4-fluorophenyl)ethan-1-ol